(R)-7-methyl-4-(5-(4-(2-methyl-5-oxopyrrolidin-1-yl)phenyl)pyridin-3-yl)-8,9-dihydropyrido[3',2':4,5]pyrrolo[1,2-a]pyrazin-6(7H)-one CN1C(C=2N(CC1)C1=C(C2)C(=CC=N1)C=1C=NC=C(C1)C1=CC=C(C=C1)N1[C@@H](CCC1=O)C)=O